NC1=NC(N(C=C1)[C@@H]1O[C@@]([C@H]([C@@H]1F)O)(CO)CCl)=O 4-amino-1-[(2R,3S,4R,5R)-5-(chloromethyl)-3-fluoro-4-hydroxy-5-(hydroxymethyl)oxolan-2-yl]pyrimidin-2-one